FC1(CCN(CC1)C1=NC(=NC(=C1)C)NC(C1=C(N=C(C=C1)NS(=O)(=O)CCO)N1CCC2(CC2)CC1)=O)F N-(4-(4,4-difluoropiperidin-1-yl)-6-methylpyrimidin-2-yl)-6-((2-hydroxyethyl)sulfonamido)-2-(6-azaspiro[2.5]octan-6-yl)nicotinamide